BrC1=C(C=C(C(=C1C)F)Cl)OC 2-bromo-5-chloro-4-fluoro-1-methoxy-3-methylbenzene